C(C)(=O)C(=O)[C@](O)([C@@H](O)[C@H](O)[C@H](O)CO)[N+](=O)[O-] acetyl-2-nitro-glucose